ANTIMONAT [Sb]([O-])([O-])([O-])=O